N-(4-aminopentyl)-[1,3,5]triazine-2,4,6-triamine NC(CCCNC1=NC(=NC(=N1)N)N)C